ClC=1C(NC=2C=C(C=NC2C1)CN1C(CC(=CC1([2H])[2H])C=1C=NC(=CC1)C(=O)NC)([2H])[2H])=O 1'-((7-chloro-6-oxo-5,6-dihydro-1,5-naphthyridin-3-yl)methyl)-N-methyl-1',2',3',6'-tetrahydro-[3,4'-bipyridine]-2',2',6',6'-d4-6-carboxamide